FC1=CC=C(C=N1)OC1=CC(=NC=C1)C(=O)N[C@@H]1C(N(C2=C(OC1)C=CC(=C2)C#CC(C)(C)O)C)=O (S)-4-((6-Fluoropyridin-3-yl)oxy)-N-(7-(3-hydroxy-3-methylbut-1-yn-1-yl)-5-methyl-4-oxo-2,3,4,5-tetrahydrobenzo[b][1,4]oxazepin-3-yl)picolinamid